The molecule is 2,2(1)-Dihydrobenzo[b]porphyrin-13,17-dipropanoic acid substituted by carboxy groups at positions 2(1) and 2(2), an ethenyl group at position 8, and methyl groups at positions 2, 7, 12 and 18 (the 2S,2(1)R-enantiomer). It is a tetracarboxylic acid and a beta-substituted porphyrin. It is an enantiomer of a (2R,2(1)S)-2(1),2(2)-dicarboxy-8-ethenyl-2,7,12,18-tetramethyl-2,2(1)-dihydrobenzo[b]porphyrin-13,17-dipropanoic acid. CC1=C(C2=CC3=NC(=CC4=C(C(=C(N4)C=C5[C@]6([C@H](C(=CC=C6C(=N5)C=C1N2)C(=O)O)C(=O)O)C)C)CCC(=O)O)C(=C3C)CCC(=O)O)C=C